1-ethyl-6-fluoro-7-(4-((5-(furan-2-yl)-2-sulfanyl-1,3,4-oxadiazol-3(2H)-yl)methyl)piperazin-1-yl)-4-oxo-1,4-dihydroquinoline-3-carboxylic acid C(C)N1C=C(C(C2=CC(=C(C=C12)N1CCN(CC1)CN1C(OC(=N1)C=1OC=CC1)S)F)=O)C(=O)O